N-(tert-Butoxycarbonyl)-O-(7-nitro-1H-indazol-6-yl)-D-serine methyl ester COC([C@H](NC(=O)OC(C)(C)C)COC1=CC=C2C=NNC2=C1[N+](=O)[O-])=O